(E)-4-[3'-(β-D-glucopyranosyloxy)butylidene]-3,5,5-trimethyl-2-cyclohexen-1-one [C@@H]1([C@H](O)[C@@H](O)[C@H](O)[C@H](O1)CO)OC(C\C=C/1\C(=CC(CC1(C)C)=O)C)C